BrC=1C=CC(=C(C1)NC[C@H]1C[C@H](CC1)CO)[N+](=O)[O-] ((1S,3R)-3-(((5-bromo-2-nitrophenyl)amino)methyl)cyclopentyl)methanol